(S)-1-((6-amino-3-chloropyridazin-4-yl)methyl)-4-(trifluoromethyl)imidazolidin-2-one NC1=CC(=C(N=N1)Cl)CN1C(N[C@@H](C1)C(F)(F)F)=O